CN1N=CC=2C1=NC=CC2 1-methylpyrazolo[3,4-b]pyridine